4-(4-(tert-butyl)piperazin-1-yl)benzamide Potassium [K].C(C)(C)(C)N1CCN(CC1)C1=CC=C(C(=O)N)C=C1